2-n-propoxy-1,4-dibromobenzene C(CC)OC1=C(C=CC(=C1)Br)Br